(Z)-S-(2-(N-((4-amino-2-methylpyrimidin-5-yl)methyl) formamido)-5-(phosphonooxy)pent-2-en-3-yl) 5-methoxybenzofuran-2-carbothioate COC=1C=CC2=C(C=C(O2)C(S\C(=C(\C)/N(C=O)CC=2C(=NC(=NC2)C)N)\CCOP(=O)(O)O)=O)C1